C(C)(=O)OCCCCCCCCCC\C=C\CCCC E-11-hexadecenyl acetate